azosilicon N(=N[Si])[Si]